C(C)(=O)O.ClC1=C(O[Na])C=CC(=C1)Cl 2,4-bis-chlorophenoxysodium acetate